(R)-4-(4-((1H-indol-6-yl)sulfonyl)-3-methylpiperazin-1-yl)phenol N1C=CC2=CC=C(C=C12)S(=O)(=O)N1[C@@H](CN(CC1)C1=CC=C(C=C1)O)C